Methyl (4Z)-5-(dimethylamino)-2,2-dimethyl-3-oxopent-4-enoate CN(\C=C/C(C(C(=O)OC)(C)C)=O)C